C(C)O[Si](CCCC(C(=O)O)CCCCCCCCCCCCCCCC)(OCC)OCC [3-(triethoxysilyl)propyl]octadecanoic acid